(1S)-4-(6,8-difluoro-3,4-dihydronaphthalen-1-yl)-2,2-difluoro-7-(trifluoromethylsulfanyl)indan-1-ol FC=1C=C2CCC=C(C2=C(C1)F)C1=C2CC([C@H](C2=C(C=C1)SC(F)(F)F)O)(F)F